CC1=C(C=CC(=C1)C)C1CC=2C=NN(C(C2CC1)=O)C=1C=NC=CC1 6-(2,4-dimethylphenyl)-2-(pyridin-3-yl)-5,6,7,8-tetrahydrophthalazin-1(2H)-one